(3R)-3-amino-5-[(4-chlorophenyl)methyl]-8-fluoro-7-(5-morpholino-1,2,4-oxadiazol-3-yl)-1,1-dioxo-2,3-dihydro-1λ6,5-benzothiazepine-4-one N[C@H]1CS(C2=C(N(C1=O)CC1=CC=C(C=C1)Cl)C=C(C(=C2)F)C2=NOC(=N2)N2CCOCC2)(=O)=O